4-[[3-[[(1-Aminoisoquinolin-5-yl)amino]methyl]-1-bicyclo[1.1.1]pentanyl]methoxy]-1-methylpyridin-2-one NC1=NC=CC2=C(C=CC=C12)NCC12CC(C1)(C2)COC2=CC(N(C=C2)C)=O